3-isobutyryloxy-4-methoxypyridinium C(C(C)C)(=O)OC=1C=[NH+]C=CC1OC